[Cu].[La].[Al] aluminum-lanthanum-copper